(4,1-phenylene)bismaleimide C1(=CC=C(C=C1)C=1C(=O)NC(C1)=O)C=1C(=O)NC(C1)=O